5-chloro-2-oxo-1,2-dihydropyridin-3-carboxylic acid ClC=1C=C(C(NC1)=O)C(=O)O